3-(6-methoxypyrimidin-4-yl)-9-methyl-3,4,7,15-tetraazatricyclo[12.3.1.02,6]Octadeca-1(18),2(6),4,14,16-pentaen-8-one COC1=CC(=NC=N1)N1C=2C=3C=CN=C(CCCCC(C(NC2C=N1)=O)C)C3